FC1(CCC2=C1N=C(N=C2C2=CC(=C(C#N)C=C2)SC)SC)F 4-(7,7-difluoro-2-methylsulfanyl-5,6-dihydrocyclopenta[d]pyrimidin-4-yl)-2-methylsulfanyl-benzonitrile